4-CYCLOPROPYL-3-(M-TOLYL)-N-(2-(TRIFLUOROMETHYL)PYRIDIN-4-YL)ISOTHIAZOLE-5-CARBOXAMIDE C1(CC1)C=1C(=NSC1C(=O)NC1=CC(=NC=C1)C(F)(F)F)C=1C=C(C=CC1)C